FC(C1(CN(C1)C1=NC(=CC2=C1N=C(N=C2)NC2CCN(CC2)S(=O)(=O)C)C)O)F 3-(difluoromethyl)-1-(6-methyl-2-((1-(methylsulfonyl)piperidin-4-yl)amino)pyrido[3,4-d]pyrimidin-8-yl)azetidin-3-ol